C(C)(C)(C)OC(=O)N(C(OC(C)(C)C)=O)C=1SC=C(N1)C#C[Si](C)(C)C tert-Butyl N-tert-butoxycarbonyl-N-[4-(2-trimethylsilylethynyl)thiazol-2-yl]carbamate